NC=1C=C(C(=O)NC2=CC(=CC=C2)[C@H](C)SC2=NN=CN2C)C=CC1 (S)-3-amino-N-(3-(1-((4-methyl-4H-1,2,4-triazol-3-yl)thio)ethyl)phenyl)benzamide